1-(4-methylpiperazin-1-yl)propan-1-one hydrochloride Cl.CN1CCN(CC1)C(CC)=O